(Z)-N-(2-Chlorobenzylidene)-2-methylpropane-2-sulfinamide ClC1=C(\C=N/S(=O)C(C)(C)C)C=CC=C1